racemic-3-cyclopropyl-1-((3,3-difluoro-1-methylcyclobutyl)methyl)-N-(2-(S-methylsulfonimidoyl)pyridin-4-yl)-4-(trifluoromethyl)-1H-pyrazole-5-carboxamide C1(CC1)C1=NN(C(=C1C(F)(F)F)C(=O)NC1=CC(=NC=C1)[S@@](=O)(=N)C)CC1(CC(C1)(F)F)C |r|